NC=1N=CC2=CC=3C(N=C2C1)=CN1C(C3C)=CNC1(C1=CC=CC=C1)C 8-amino-3,12-dimethyl-3-phenyl-2,3-dihydroimidazo[1',5':1,6]pyrido[3,4-B][1,6]naphthyridine